methyl (E)-3-(4-((1S,3S)-2-(3,3-difluorocyclobutyl)-3-methyl-2,3,4,9-tetrahydro-1H-pyrido[3,4-b]indol-1-yl)-3,5-difluorophenyl)acrylate FC1(CC(C1)N1[C@H](C=2NC3=CC=CC=C3C2C[C@@H]1C)C1=C(C=C(C=C1F)/C=C/C(=O)OC)F)F